CC1=CC(=NN1)C1=NC(=NC(=C1)N1CC(C1)NC)N 4-(5-methyl-1H-pyrazol-3-yl)-6-(3-(methylamino)azetidin-1-yl)pyrimidin-2-amine